FC(=CCC(N1N=CC(=C1)C=1C2=C(N=CN1)NC=C2)C=2C=C(C#N)C=CC2)F 3-{4,4-difluoro-1-[4-(7H-pyrrolo[2,3-d]pyrimidin-4-yl)-1H-pyrazol-1-yl]but-3-en-1-yl}-benzonitrile